FC=1C(=NC(=NC1)N[C@@H]1CC[C@H](CC1)NC(C)=O)C1=CC(=CC=C1)N1C(C=CC(=C1)C(F)(F)F)=O trans-N-(4-((5-fluoro-4-(3-(2-oxo-5-(trifluoromethyl)pyridin-1(2H)-yl)phenyl)pyrimidin-2-yl)amino)cyclohexyl)acetamide